C(C)OC(=O)C1CN=CO1 4,5-dihydrooxazole-5-carboxylic acid ethyl ester